sodium monooctadecanoamide C(CCCCCCCCCCCCCCCCC)(=O)N.[Na]